N-[5-(7-{[6-(([(3-fluorocyclobutyl)methyl]amino)methyl)imidazo[1,2-a]pyridin-2-yl]methyl}-8-oxo-7,8-dihydro-2,7-naphthyridin-4-yl)pyridin-2-yl]acetamide FC1CC(C1)CNCC=1C=CC=2N(C1)C=C(N2)CN2C=CC=1C(=CN=CC1C2=O)C=2C=CC(=NC2)NC(C)=O